N-phenyl-N'-prop-2-enylcyclopropane-1,1-dicarboxamide C1(=CC=CC=C1)NC(=O)C1(CC1)C(=O)NCC=C